(S)-4-(8-chloro-4-methyl-2-((2-methylenetetrahydro-1H-pyrrolizin-7a(5H)-yl)methoxy)-5,6-dihydro-4H-[1,4]oxazepino[5,6,7-de]quinazolin-9-yl)naphthalen-2-ol ClC1=C2C=3C(=NC(=NC3C=C1C1=CC(=CC3=CC=CC=C13)O)OC[C@]13CCCN3CC(C1)=C)N(CCO2)C